N-[3-[tert-butyl(dimethyl)silyl]oxy-2-hydroxy-propyl]-N-(3-chloro-2-fluoro-phenyl)-4-methyl-benzenesulfonamide [Si](C)(C)(C(C)(C)C)OCC(CN(S(=O)(=O)C1=CC=C(C=C1)C)C1=C(C(=CC=C1)Cl)F)O